ClC=1C=C(C=CC1F)NC(=O)C1=C(N=CN1C)C1CC2CC(CC2C1)CC(=O)O 2-(5-(5-((3-chloro-4-fluorophenyl)carbamoyl)-1-methyl-1H-imidazol-4-yl)octahydropentalen-2-yl)acetic acid